5-(5-((6-fluoro-3-methyl-4-oxo-4,5-dihydropyrazolo[1,5-a]quinoxalin-7-yl)methyl)-5,6-dihydropyrrolo[3,4-c]pyrazol-2(4H)-yl)-6-chloro-N-methylpicolinamide FC1=C2NC(C=3N(C2=CC=C1CN1CC2=NN(C=C2C1)C=1C=CC(=NC1Cl)C(=O)NC)N=CC3C)=O